Cl.CCCCCCCCC(CC)N Undecan-9-amine hydrochloride